C(C(C)C)C1=CC=C(C=C1)C(C(=O)O)=C 2-(4-isobutylphenyl)-acrylic acid